FC(C1=NC=2C(=NC(=C(N2)OC2=CC=C(C=C2)C(F)(F)F)NC2=CC=C(C=C2)C(F)(F)F)N1)(F)F 2-(TRIFLUOROMETHYL)-5-(4-(TRIFLUOROMETHYL)PHENOXY)-N-(4-(TRIFLUOROMETHYL)PHENYL)-1H-IMIDAZO[4,5-B]PYRAZIN-6-AMINE